CC1=CC=C(C=C1)S(=O)(=O)[O-].C(C)(C)(C)OC1=CC=C(C=C1)[I+]C1=CC=CC=C1 (p-tert-butoxyphenyl)phenyliodonium p-toluenesulfonate salt